N-((4-(((3-fluorotetrahydro-2H-pyran-3-yl)methyl)amino)-3-nitrophenyl)sulfonyl)benzamide FC1(COCCC1)CNC1=C(C=C(C=C1)S(=O)(=O)NC(C1=CC=CC=C1)=O)[N+](=O)[O-]